4-((2R,5S)-5-(((2-Chloropyridin-4-yl)oxy)methyl)-2-(trifluoromethyl)oxazolidin-3-yl)-2-(trifluoromethyl)benzonitril ClC1=NC=CC(=C1)OC[C@@H]1CN([C@H](O1)C(F)(F)F)C1=CC(=C(C#N)C=C1)C(F)(F)F